N-Benzyl-10-((5-(dimethylcarbamoyl)-2-oxo-4-phenylpyridin-1(2H)-yl)methyl)-10-hydroxy-7-azaspiro[4.5]decane-7-carboxamide C(C1=CC=CC=C1)NC(=O)N1CC2(CCCC2)C(CC1)(O)CN1C(C=C(C(=C1)C(N(C)C)=O)C1=CC=CC=C1)=O